P(=O)([O-])([O-])[O-].[Fe+2].[Ti+4].[Zn+2] zinc-titanium iron phosphate